allyloxynonylphenoxypropane-2-yloxymethyl-ammonium C(C=C)OCCCCCCCCC[NH2+]COC(C)COC1=CC=CC=C1